trans-4-((5-fluoro-4-(2-(2-oxo-1,3-oxazinan-3-yl)pyridin-4-yl)pyrimidin-2-yl)amino)cyclohexane-1-carboxylic acid FC=1C(=NC(=NC1)N[C@@H]1CC[C@H](CC1)C(=O)O)C1=CC(=NC=C1)N1C(OCCC1)=O